C1(CC1)CN1C=CC2=CC=C(C=C12)C1=CC(=C(OCCCC(=O)O)C(=C1)F)F 4-[4-(1-cyclopropylmethyl-1H-indol-6-yl)-2,6-difluoro-phenoxy]-butyric acid